2-(furan-3-yl)-6-methyl-N-(3-[4'-(oxetan-3-yl)-[1,1'-biphenyl]-4-yl]propyl)thieno[2,3-d]pyrimidin-4-amine O1C=C(C=C1)C=1N=C(C2=C(N1)SC(=C2)C)NCCCC2=CC=C(C=C2)C2=CC=C(C=C2)C2COC2